C(C)(C)(C)N1N=CC(=C1)NC(CC1=C(C=C(C=C1)OC1=NC=NC2=CC=C(C=C12)O)F)=O N-(1-(tert-butyl)-1H-pyrazol-4-yl)-2-(2-fluoro-4-((6-hydroxyquinazolin-4-yl)oxy)phenyl)acetamide